(8S,9S,10R,13S,14S,17R)-17-hydroxy-17-(2-hydroxyacetyl)-10,13-dimethyl-6,7,8,9,12,14,15,16-octahydrocyclopenta[a]phenanthrene-3,11-dione O[C@@]1(CC[C@H]2[C@@H]3CCC4=CC(C=C[C@@]4([C@H]3C(C[C@]12C)=O)C)=O)C(CO)=O